(2-(benzo[c][1,2,5]thiadiazol-5-ylmethoxy)-4-((2-bromo-[1,1'-biphenyl]-3-yl)methoxy)-5-chlorobenzyl)-D-serine N=1SN=C2C1C=CC(=C2)COC2=C(CN[C@H](CO)C(=O)O)C=C(C(=C2)OCC=2C(=C(C=CC2)C2=CC=CC=C2)Br)Cl